(S)-tert-Butyl 4'-((5-((1-(4-bromophenyl)ethyl)carbamoyl)-2,3-dimethyl-1H-indol-1-yl)methyl)-[1,1'-biphenyl]-2-carboxylate BrC1=CC=C(C=C1)[C@H](C)NC(=O)C=1C=C2C(=C(N(C2=CC1)CC1=CC=C(C=C1)C=1C(=CC=CC1)C(=O)OC(C)(C)C)C)C